4-cyclohexanediglycidyl ether C12CCC(CC1)C1C(COCC3C2O3)O1